C(C)C1=NC2=CC=C(C=C2C(N1CC1CCN(CC1)C1=C(C=CC=C1)C=1N=NNN1)=O)NC(=O)C1CC1 N-[2-ethyl-4-oxo-3-[[1-[2-(2H-tetrazol-5-yl)phenyl]-4-piperidyl]methyl]quinazolin-6-yl]cyclopropanecarboxamide